isopropyl ((((1S,4R)-4-(2-amino-6-methoxy-9H-purin-9-yl)cyclopent-2-en-1-yl)methoxy)(4-chlorophenoxy)phosphoryl)-L-alaninate NC1=NC(=C2N=CN(C2=N1)[C@H]1C=C[C@H](C1)COP(=O)(OC1=CC=C(C=C1)Cl)N[C@@H](C)C(=O)OC(C)C)OC